(E)-1-(4-(2,2-difluorobenzo[d][1,3]dioxole-5-carbonyl)piperazin-1-yl)-3-(pyridin-3-yl)prop-2-en-1-one FC1(OC2=C(O1)C=CC(=C2)C(=O)N2CCN(CC2)C(\C=C\C=2C=NC=CC2)=O)F